6-(4-(6-isobutyl-2,6-diazaspiro[3.3]heptan-2-yl)phenyl)-1,4-dimethyl-2-(4-(methylsulfonyl)phenyl)-1H-imidazo[4,5-c]pyridine C(C(C)C)N1CC2(CN(C2)C2=CC=C(C=C2)C2=CC3=C(C(=N2)C)N=C(N3C)C3=CC=C(C=C3)S(=O)(=O)C)C1